CN1C(NC(C1)=O)=O 1-methylimidazole-2,4-dione